O=C[C@H](O)CO (R)-glyceraldehyde